CN1N=CC(=C1)C=1N=C2C(=NC1)N(N=N2)C[C@@H]2CN(CCO2)C2=NC=C(C=N2)N2CC(C2)CN2CCN(CC2)C (S)-2-((5-(1-methyl-1H-pyrazol-4-yl)-1H-[1,2,3]triazolo[4,5-b]pyrazin-1-yl)methyl)-4-(5-(3-((4-methylpiperazin-1-yl)methyl)azetidin-1-yl)pyrimidin-2-yl)morpholine